[(3R,9aS)-3-(3-chloro-4-fluoro-phenyl)-3,4,6,7,9,9a-hexahydro-1H-pyrazino[2,1-c][1,4]oxazin-8-yl]-[3-[5-(trifluoromethyl)-1H-pyrazol-4-yl]phenyl]methanone ClC=1C=C(C=CC1F)[C@@H]1CN2[C@H](CO1)CN(CC2)C(=O)C2=CC(=CC=C2)C=2C=NNC2C(F)(F)F